C1(CC1)C1=C(C(=NO1)C1=C(C=CC=C1C)C)CO[C@H]1[C@@H]2CN([C@H](C1)C2)C2=CC=C(C(=O)OC(C)(C)C)C=C2 tert-butyl 4-[(1S,4S,5R)-5-[[5-cyclopropyl-3-(2,6-dimethylphenyl)-1,2-oxazol-4-yl]methoxy]-2-azabicyclo[2.2.1]heptan-2-yl]benzoate